CNCC(=O)NCC1=CC=CC2=CC=CC=C12 2-(Methylamino)-N-(naphthalen-1-ylmethyl)acetamide